N-(3-{4-[6-(difluoromethoxy)pyridin-3-yl]-6-oxo-1,6-dihydropyrimidin-2-yl}-4-fluorobenzyl)-2,2-dimethylpropionamide FC(OC1=CC=C(C=N1)C=1N=C(NC(C1)=O)C=1C=C(CNC(C(C)(C)C)=O)C=CC1F)F